2-[(4-{N-[(7S)-4-Fluorobicyclo[4.2.0]octa-1,3,5-trien-7-yl]-N'-hydroxycarbamimidoyl}-1,2,5-oxadiazol-3-yl)oxy]-N-[(2S)-1-hydroxypropan-2-yl]acetamid FC1=CC=C2C[C@@H](C2=C1)NC(=NO)C=1C(=NON1)OCC(=O)N[C@H](CO)C